Titanium diisopropyldiethylacetoacetate C(C)(C)C(C(=O)[O-])(C(=O)C(CC)CC)C(C)C.[Ti+4].C(C)(C)C(C(=O)[O-])(C(=O)C(CC)CC)C(C)C.C(C)(C)C(C(=O)[O-])(C(=O)C(CC)CC)C(C)C.C(C)(C)C(C(=O)[O-])(C(=O)C(CC)CC)C(C)C